ClC=1C=CC(=C(C1)NC(OC1CN(C1)C1=CC(=C(C=2CCOC21)[C@H]2C(NC(CC2)=O)=O)F)=O)F (S)-1-(4-(2,6-dioxopiperidin-3-yl)-5-fluoro-2,3-dihydrobenzofuran-7-yl)azetidin-3-yl (5-chloro-2-fluorophenyl)carbamate